N1(CCCCC1)S(=O)(=O)C=1C=C(N)C=CC1 3-(piperidine-1-sulfonyl)-aniline